tert-butyl 2-(isopropyl(m-tolyl)carbamoyl)thiazolidine-3-carboxylate C(C)(C)N(C(=O)C1SCCN1C(=O)OC(C)(C)C)C=1C=C(C=CC1)C